((3S,6S)-6-((S)-1-(4-fluorophenyl)-1,2,3,4-tetrahydroisoquinoline-2-carbonyl)-4-oxo-tetrahydro-2H-pyran-3-yl)carbamic acid tert-butyl ester C(C)(C)(C)OC(N[C@H]1CO[C@@H](CC1=O)C(=O)N1[C@H](C2=CC=CC=C2CC1)C1=CC=C(C=C1)F)=O